(5S)-3-(2,6-difluorophenyl)-12,12-difluoro-5-methyl-9-thia-4,7-diazatricyclo[8.5.0.02,8]pentadeca-1(10),2(8),3-triene-6-thione FC1=C(C(=CC=C1)F)C=1C=2C=3CCCC(CC3SC2NC([C@@H](N1)C)=S)(F)F